CN(C1C[C@H]2CC[C@@H](C1)N2)C=2N=NC(=CC2)C=2C=CC(=C1C=CNC21)N2N=CC=C2 (1R,3R,5S)-N-methyl-N-[6-[4-(pyrazol-1-yl)-1H-indol-7-yl]pyridazin-3-yl]-8-azabicyclo[3.2.1]octan-3-amine